SC1CC(NC1)C(=O)O 4-MERCAPTO-2-PYRROLIDINECARBOXYLIC ACID